OCC1=C(C=CC=C1)O 2-(hydroxymethyl)-phenol